O=C1N(C[C@@H](C1)CCC)[C@H](C(=O)O)CC (2S)-2-[(4R)-2-oxo-4-propylpyrrolidin-yl]butyric acid